OC(C(=O)OCCC)CCCCCCCCCCCCCCCC propyl alpha-hydroxystearate